(1R,2R)-2-((3-hydroxypropoxy)methyl)cyclopropane-1-carboxylic acid tert-butyl ester C(C)(C)(C)OC(=O)[C@H]1[C@@H](C1)COCCCO